Ethyl (R)-3-(4-((3-(2',4'-dichloro-[1,1'-biphenyl]-4-yl)-1-oxo-1-((4-(trifluoromethyl)phenyl)amino)propan-2-yl)amino)benzamido)propanoate ClC1=C(C=CC(=C1)Cl)C1=CC=C(C=C1)C[C@H](C(NC1=CC=C(C=C1)C(F)(F)F)=O)NC1=CC=C(C(=O)NCCC(=O)OCC)C=C1